OC1=C(C=C(C2=CC=CC=C12)S(NC1=CC=C(C=C1)OC1=CC=CC2=CC=CC=C12)(=O)=O)C(=O)O 1-hydroxy-4-(N-(4-(naphthalen-1-yloxy)phenyl)sulfamoyl)-2-naphthoic acid